7-morpholino-5-[(2E)-2-(m-tolylmethylene)hydrazino]-N-(2-pyridyl)oxazolo[5,4-d]pyrimidine-2-carboxamide O1CCN(CC1)C=1C2=C(N=C(N1)N/N=C/C=1C=C(C=CC1)C)OC(=N2)C(=O)NC2=NC=CC=C2